[6-(4-fluorophenyl)-6-oxo-hexyl]isoindoline-1,3-dione FC1=CC=C(C=C1)C(CCCCCN1C(C2=CC=CC=C2C1=O)=O)=O